Methyl N-(2,6-bis(benzyloxy)-5-nitropyrimidin-4-yl)-N-[(2S,3S,4R)-2,3,4,5-tetrakis(benzyloxy)pentyl]glycinate C(C1=CC=CC=C1)OC1=NC(=C(C(=N1)N(CC(=O)OC)C[C@@H]([C@@H]([C@@H](COCC1=CC=CC=C1)OCC1=CC=CC=C1)OCC1=CC=CC=C1)OCC1=CC=CC=C1)[N+](=O)[O-])OCC1=CC=CC=C1